trans-tert-butyl-3-((5-fluoropyrimidin-2-yl)amino)-4-((4-(trifluoromethyl)benzyl)oxy)piperidine-1-carboxylate C(C)(C)(C)OC(=O)N1C[C@H]([C@@H](CC1)OCC1=CC=C(C=C1)C(F)(F)F)NC1=NC=C(C=N1)F